(5-(((3S)-1-((2-((2S)-2-methyltetrahydro-2H-pyran-4-yl)quinolin-6-yl)methyl)-pyrrolidin-3-yl)oxy)-1-oxoisoindolin-2-yl)piperidine-2,6-dione C[C@@H]1OCCC(C1)C1=NC2=CC=C(C=C2C=C1)CN1C[C@H](CC1)OC=1C=C2CN(C(C2=CC1)=O)N1C(CCCC1=O)=O